FC=1C=C(C=CC1)[C@@H](C)N (R)-1-(3-fluorophenyl)ethanamine